trans-N-(1'-(4-((2,6-dioxopiperidin-3-yl)amino)-2-fluorophenyl)-[1,4'-bipiperidin]-4-yl)-4-((5-fluoro-4-(3-(piperidin-1-yl)phenyl)pyrimidin-2-yl)amino)cyclohexane-1-carboxamide O=C1NC(CCC1NC1=CC(=C(C=C1)N1CCC(CC1)N1CCC(CC1)NC(=O)[C@@H]1CC[C@H](CC1)NC1=NC=C(C(=N1)C1=CC(=CC=C1)N1CCCCC1)F)F)=O